C(C)(C)NC1=NC2=CC=CC=C2C(=N1)NCC=1C(=NC=CC1)C(F)(F)F N2-isopropyl-N4-[[2-(trifluoromethyl)-3-pyridyl]methyl]quinazoline-2,4-diamine